2-isopropyl-4-[[5-(2-oxo-3H-benzimidazol-1-yl)-2-pyridinyl]oxy]benzonitrile C(C)(C)C1=C(C#N)C=CC(=C1)OC1=NC=C(C=C1)N1C(NC2=C1C=CC=C2)=O